lithium (2S,3R)-3-(4-methoxyphenyl)aziridine-2-carboxylate COC1=CC=C(C=C1)[C@@H]1[C@H](N1)C(=O)[O-].[Li+]